4-(2-Methyl-2,3-dihydrobenzofuran-5-yl)-5-(2-methylpyridin-4-yl)-1H-imidazol-2-amine CC1OC2=C(C1)C=C(C=C2)C=2N=C(NC2C2=CC(=NC=C2)C)N